4-((5-(4-cyanopiperidin-1-yl)-2,6-naphthyridin-3-yl)amino)benzoic acid C(#N)C1CCN(CC1)C1=C2C=C(N=CC2=CC=N1)NC1=CC=C(C(=O)O)C=C1